3-(3,5-di-tert-butyl-4-hydroxyphenyl)propionic acid isooctyl ester C(CCCCC(C)C)OC(CCC1=CC(=C(C(=C1)C(C)(C)C)O)C(C)(C)C)=O